ClC=1N(N=C2C=CC(=C(C12)Cl)C(O)C1=NC(=C(N=C1Cl)Cl)C)C (3,4-dichloro-2-methyl-indazol-5-yl)-(3,5-dichloro-6-methyl-pyrazin-2-yl)methanol